1,2,4-triazolo-[1,5-a]pyridine N=1C=NN2C1C=CC=C2